tert-butyl (S)-(1-(5-bromo-3-(methoxymethyl)thiophene-2-carbonyl)pyrrolidin-3-yl)carbamate BrC1=CC(=C(S1)C(=O)N1C[C@H](CC1)NC(OC(C)(C)C)=O)COC